C(C)(C)(C)C1CCC2(CC1)OC=1C=C(C=CC1C=1N=C(SC12)NC(=O)C=1C(=NC=NC1OC)OC)C(F)(F)F N-(4'-(tert-butyl)-7-(trifluoromethyl)spiro[chromeno[4,3-d]thiazole-4,1'-cyclohexan]-2-yl)-4,6-dimethoxypyrimidine-5-carboxamide